FC1=C(C=CC(=C1)OC=1C=C2C(=NC1)NN=C2)N2C(N(CC2=O)C=2C=NC=C(C2)C(F)(F)F)=O 3-[2-fluoro-4-(1H-pyrazolo[3,4-b]pyridin-5-yloxy)phenyl]-1-[5-(trifluoromethyl)-3-pyridinyl]-2,4-imidazolidinedione